C(C(O)C)(=O)O.C(CCC)P(CCCC)(CCCC)CCCC Tetrabutyl-phosphine lactate